2,5-dimethyl-4,5-dihydro-[1,2,4]triazolo[1,5-a]quinoxalin-6-amine CC1=NN2C(CN(C=3C(=CC=CC23)N)C)=N1